2-chloro-4-(1-methyl-1H-pyrazol-3-yl)pyrimidine-5-carbonitrile ClC1=NC=C(C(=N1)C1=NN(C=C1)C)C#N